C1(CC1)COC1=C(C(=O)O)C=CC=C1C 2-(Cyclopropylmethoxy)-3-methylbenzoic acid